2-bromo-N-(prop-2-yn-1-yl)benzo[d]thiazole-6-carboxamide BrC=1SC2=C(N1)C=CC(=C2)C(=O)NCC#C